BrC1=CC(N(C=C1)C(CN(C)C)C1=CC(=CC(=C1)F)Cl)=O 4-bromo-1-(1-(3-chloro-5-fluorophenyl)-2-(dimethylamino)ethyl)pyridin-2(1H)-one